FC(=CC=1C(=NN2C1C=CC=C2N[C@H]2[C@H](CN(CC2)C)F)C2=NOC(=N2)CNC(=O)C2CC2)F N-((3-(3-(2,2-difluorovinyl)-7-(((3S,4R)-3-fluoro-1-methylpiperidin-4-yl)amino)pyrazolo[1,5-a]pyridin-2-yl)-1,2,4-oxadiazol-5-yl)methyl)cyclopropanecarboxamide